2-(3,4-Difluorophenoxy)-2-methyl-1-(4-((4-(trifluoromethoxy)phenyl)sulfonyl)piperazin-1-yl)propan-1-one FC=1C=C(OC(C(=O)N2CCN(CC2)S(=O)(=O)C2=CC=C(C=C2)OC(F)(F)F)(C)C)C=CC1F